FC(C1=C(C=C2CCCN(C2=C1)C1=CC=2N(C=C1)N=CC2C(=O)NC)C=2C=NN(C2)C)F 5-[7-(difluoromethyl)-6-(1-methylpyrazol-4-yl)-3,4-dihydro-2H-quinolin-1-yl]-N-methyl-pyrazolo[1,5-a]pyridine-3-carboxamide